3-[5H,6H,7H-pyrrolo[1,2-a]imidazol-7-ylmethoxy]pyridine-4-carbonitrile N1=C2N(C=C1)CCC2COC=2C=NC=CC2C#N